FCCCN1C=C(C=C1)N 1-(3-fluoropropyl)pyrrol-3-amine